β-(4-pyridyl)-D-alanine N1=CC=C(C=C1)C[C@@H](N)C(=O)O